P(=O)(O)(O)O.NCC1=NNC(C2=CC=C(C=C12)C=1C=NN(C1C1=C(C#N)C(=CC(=C1F)Cl)OC1CC1)C)=O 2-(4-(4-(aminomethyl)-1-oxo-1,2-dihydrophthalazin-6-yl)-1-methyl-1h-pyrazol-5-yl)-4-chloro-6-cyclopropoxy-3-fluorobenzonitrile phosphate